1,1,1,3,3,3-hexafluoroisopropylacrylate CCCCCCC(=O)C1=CC=NC=C1